2-(diethylamino)ethyl 4-[bis(2-methylsulfonylethyl)amino]benzenebutyrate CS(=O)(=O)CCN(C1=CC=C(C=C1)CCCC(=O)OCCN(CC)CC)CCS(=O)(=O)C